1-thiophenyl-pyrroline-2,5-dione S1C(=CC=C1)N1C(CCC1=O)=O